C12CN(CC(N1)C2)C2=CC=C(C=N2)C=2C=1N(C=C(C2)OCC(C)(C)O)N=CC1C#N 4-[6-(3,6-diazabicyclo[3.1.1]heptan-3-yl)-3-pyridyl]-6-(2-hydroxy-2-methyl-propoxy)pyrazolo[1,5-a]pyridine-3-carbonitrile